tert-Butyl 3-(7-bromo-4-(1,1-difluoro-2-hydroxy-2-methylpropoxy)benzo[d]oxazol-2-yl)-3,8-diazabicyclo[3.2.1]octane-8-carboxylate BrC1=CC=C(C=2N=C(OC21)N2CC1CCC(C2)N1C(=O)OC(C)(C)C)OC(C(C)(C)O)(F)F